bis(Styryl)Benzene C(=CC1=CC=CC=C1)C1=C(C=CC=C1)C=CC1=CC=CC=C1